C(C)(=O)SCCOCCOCC(=O)OC(C)(C)C 1-Tert-butyl 2-(2-(2-(acetylthio) ethoxy) ethoxy)acetate